1-(5-carbonyl-2,3-dihydro-5H-[1,4]oxaazino[2,3,4-ij]quinolin-7-yl)-5-(trifluoromethyl)-N-(2-(trifluoromethyl)pyridin-4-yl)-1H-pyrazole-4-carboxamide C(=O)=C1N2C3=C(C=CC=C3C(=C1)N1N=CC(=C1C(F)(F)F)C(=O)NC1=CC(=NC=C1)C(F)(F)F)OCC2